4-octyl-4'-hydroxyazobenzene C(CCCCCCC)C1=CC=C(C=C1)N=NC1=CC=C(C=C1)O